6-((2-((tert-butoxycarbonyl) amino) propyl) amino)-4-oxo-1,4-dihydroquinoline-3-carboxylate C(C)(C)(C)OC(=O)NC(CNC=1C=C2C(C(=CNC2=CC1)C(=O)[O-])=O)C